1-(pyridine-2-ylmethyl)-1H-indole N1=C(C=CC=C1)CN1C=CC2=CC=CC=C12